5-(2-((tert-butoxycarbonyl)(methyl-d3)amino)-[1,2,4]triazolo[1,5-a]pyridin-7-yl)-2-methylnicotinic acid C(C)(C)(C)OC(=O)N(C1=NN2C(C=C(C=C2)C=2C=NC(=C(C(=O)O)C2)C)=N1)C([2H])([2H])[2H]